COC1=C(C=CC(=C1)S(=O)(=O)C)NCC1CC(C1)C=1C=C(C=2C=CN(C2C1)CC(F)(F)F)NC1CCN(CC1)C 6-((1s,3s)-3-(((2-methoxy-4-(methylsulfonyl)phenyl)amino)methyl)cyclobutyl)-N-(1-methylpiperidin-4-yl)-1-(2,2,2-trifluoroethyl)-1H-indol-4-amine